N-(2-(4,4-difluorocyclohexyl)-4-(2,5-difluorophenyl)pyridin-3-yl)-2-(1-methylcyclopropyl)acetamide FC1(CCC(CC1)C1=NC=CC(=C1NC(CC1(CC1)C)=O)C1=C(C=CC(=C1)F)F)F